FC(C(C(C(C(C(C(C(C(C(C(C(C(C(C(C(C(C(C(C(C(C(C(C(F)(F)F)(F)F)(F)F)(F)F)(F)F)(F)F)(F)F)(F)F)(F)F)(F)F)(F)F)(F)F)(F)F)(F)F)(F)F)(F)F)(F)F)(F)F)(F)F)(F)F)(F)F)(F)F)(F)F)(F)F perfluorotetracosane